C1(CCCCC1)C1(C(C1)C1CCCCC1)C 1,2-dicyclohexyl-1-methylcyclopropane